CN1CC2CCC(C1)N2[C@H]2CN(CC2)C(=O)OC(C)(C)C tert-Butyl (3R)-3-(3-methyl-3,8-diazabicyclo[3.2.1]octan-8-yl)pyrrolidine-1-carboxylate